4-(1,4-dioxan-2-yl)pyrimidine-2-carboxamide O1C(COCC1)C1=NC(=NC=C1)C(=O)N